1-(trans-4-(2-(4-(3-Chloro-5-ethyl-2-methoxyphenyl)piperazin-1-yl)ethyl)cyclohexyl)-3-methylurea ClC=1C(=C(C=C(C1)CC)N1CCN(CC1)CC[C@@H]1CC[C@H](CC1)NC(=O)NC)OC